1-methyl-1H-imidazo[4,5-d]thieno[3,2-b]pyridine-2(3H)-thione CN1C(NC=2C1=C1C(=NC2)C=CS1)=S